C(C)(=O)N1CC2=CC=C(C=C2CC1)NC=1N=CC=2C(N(C=3N(C2N1)C=CN3)C3=C(C=CC=C3Cl)Cl)=O 2-[(2-acetyl-1,2,3,4-tetrahydroisoquinolin-6-yl)amino]-6-(2,6-dichlorophenyl)imidazo[1,2-a]pyrimido[5,4-e]pyrimidin-5(6H)-one